FC1=C(C=CC=C1C[C@@H]1N(C[C@@H]([C@@H]1NS(=O)(=O)C1CC1)F)C(C(C)C)=O)C1=CC(=CC=C1)F N-[(2S,3R,4S)-2-[(2,3'-difluoro[1,1'-biphenyl]-3-yl)methyl]-4-fluoro-1-(2-methylpropanoyl)pyrrolidin-3-yl]-cyclopropanesulfonamide